NC=1C=C(C=C2C=C(N=CC12)NC(=O)[C@H]1[C@@H](C1)C#N)C=1C=NC=C(C1C)N |r| (+/-)-(trans)-N-[8-amino-6-(5-amino-4-methyl-3-pyridyl)-3-isoquinolinyl]-2-cyano-cyclopropanecarboxamide